OC(CCCCCCCCCCC(=O)O)CCCC 12-Hydroxy-hexadecanoic acid